C(CCCCCCCCCCCCC)NCCCCCCCCCCCCCC bis-tetradecylamine